N-(3-aminopropyl)-4-{4-[2-cyano-4-(trifluoromethyl)phenyl]piperazin-1-yl}-2'-ethoxy-[1,1'-biphenyl]-3-carboxamide NCCCNC(=O)C=1C=C(C=CC1N1CCN(CC1)C1=C(C=C(C=C1)C(F)(F)F)C#N)C1=C(C=CC=C1)OCC